C(C)N1N=C2N=C(C=NC2=C1)N[C@@H](C)C=1C=C(C=CC1)NC(C1=CN=C(C=C1)NC(C)C)=O (S)-N-(3-(1-((2-ethyl-2H-pyrazolo[3,4-b]pyrazin-6-yl)amino)ethyl)phenyl)-6-(isopropylamino)nicotinamide